C(#N)C=1C=CC(=NC1)N[C@@H]1CC[C@H](CC1)N(C(=O)NCC=1C=NC=CC1)C1=CC=C(C=C1)C=1C=NN(C1)C 1-(trans-4-((5-cyanopyridin-2-yl)amino)cyclohexyl)-1-(4-(1-methyl-1H-pyrazol-4-yl)phenyl)-3-(pyridin-3-ylmethyl)urea